tert-butyl 4-[(5-chloro-2-pyridinyl) methyl]-4-hydroxy-piperidine-1-carboxylate ClC=1C=CC(=NC1)CC1(CCN(CC1)C(=O)OC(C)(C)C)O